C(=O)(OC(C)(C)C)N1C(NC=C(C1=O)C)=O 3-N-BOC-thymine